OC1=C(C(=O)C2=C(C=CC=C2)Cl)C=CC(=C1)OC 2-hydroxy-4-methoxy-2'-chlorobenzophenone